C(#N)C1=CC(=C(COC2=CC=CC(=N2)C2=CC(=C(CC=3N(C4=C(N3)SC(=C4)C(=O)O)C[C@H]4OCC4)C=C2F)F)C=C1)F.BrCCCCCCCC 1-Bromooctan (S)-2-(4-(6-((4-cyano-2-fluorobenzyl)oxy)pyridin-2-yl)-2,5-difluorobenzyl)-1-(oxetan-2-yl-methyl)-1H-thieno[2,3-d]imidazole-5-carboxylate